C(C1=CC=CC=C1)(=O)C1=C(C(=O)O)C=CC=C1C.C(C1=CC=CC=C1)(=O)C=1C(=C(C(=O)O)C=CC1)C.C1(=CC=CC=C1)[Si](OC#CC(C)C)(OC#CC(C)C)OC#CC(C)C Phenyl-tri(methylbutynyloxy)silane benzoylmethyl-benzoate (o-benzoyl-methyl-benzoate)